ClC1=NC=CC2=C1N([C@H](C=1N2N=C(N1)C)C)C (S)-6-chloro-2,4,5-trimethyl-4,5-dihydropyrido[3,4-e][1,2,4]triazolo[1,5-a]pyrazine